Tert-butyl 4-(4-chloro-2-fluorophenyl)piperidine-1-carboxylate ClC1=CC(=C(C=C1)C1CCN(CC1)C(=O)OC(C)(C)C)F